C(C)(C)C=1C=C2C=C(N(C2=CC1OC)S(=O)(=O)C1=CC=C(C)C=C1)CNC(=O)C1(CC1)C N-((5-isopropyl-6-methoxy-1-tosyl-1H-indol-2-yl)methyl)-1-methylcyclopropane-1-carboxamide